tert-Butyl 4-(3-fluoro-4-formyl-5-hydroxyphenyl)piperazine-1-carboxylate FC=1C=C(C=C(C1C=O)O)N1CCN(CC1)C(=O)OC(C)(C)C